C[C@@H]1CN(C[C@@H](N1)C)C=1C2=CN(N=C2C(=CC1)C(=O)NC=1C=C(C=2N(C1)C=C(N2)C)F)CC 4-[(3R,5S)-3,5-dimethylpiperazin-1-yl]-2-ethyl-N-{8-fluoro-2-methylimidazo[1,2-a]pyridin-6-yl}indazole-7-carboxamide